N-(2-((4-chloro-1,3,5-triazin-2-yl)amino)phenyl)methanesulfonamide ClC1=NC(=NC=N1)NC1=C(C=CC=C1)NS(=O)(=O)C